CC=1C(=C(C(C(=O)O)=CC1)C(=O)O)C.C(C=1C(C(=O)OC)=CC=CC1)(=O)OC dimethyl phthalate (dimethyl phthalate)